C(#N)C=1C=NN2C1C(=CC(=C2)OCC(C)(C)O)C=2C=CC(=NC2)N2CC1CCC(C2)N1C(=O)OC(C)(C)C tert-butyl 3-(5-(3-cyano-6-(2-hydroxy-2-methylpropyloxy) pyrazolo[1,5-a]pyridin-4-yl) pyridin-2-yl)-3,8-diazabicyclo[3.2.1]octane-8-carboxylate